cerous stearate C(CCCCCCCCCCCCCCCCC)(=O)[O-].[Ce+3].C(CCCCCCCCCCCCCCCCC)(=O)[O-].C(CCCCCCCCCCCCCCCCC)(=O)[O-]